C=1(C(=CC=CC1)C(=O)O)C1=CC(=CC=C1)C(=O)O 2,3'-biphenyl-dicarboxylic acid